C(C)(C)(C)OC(=O)N1[C@@H](C(=C[C@@H](C1)O)C1CC1)CO[Si](C)(C)C(C)(C)C (2S,5S)-2-((tert-butyldimethylsilyloxy)methyl)-3-cyclopropyl-5-hydroxy-5,6-dihydropyridine-1(2H)-carboxylic acid tert-butyl ester